(R)-8-(2-(2-Isopropoxyphenyl)thiazol-5-yl)-9-oxooctahydro-2H-pyrazino[1,2-a]pyrazin C(C)(C)OC1=C(C=CC=C1)C=1SC(=CN1)N1C([C@@H]2N(CCNC2)CC1)=O